CN([C@H](CNC(C[C@@H](C(C)C)C=1C=NC=CC1)=O)CC1=CC=C(C=C1)O)C (S)-N-((S)-2-(dimethylamino)-3-(4-hydroxyphenyl)propyl)-4-methyl-3-(pyridin-3-yl)pentanamide